FC=1C=C(C#N)C=CC1COC1=NN(C=C1)C1CCNCC1 3-fluoro-4-[[1-(4-piperidyl)pyrazol-3-yl]oxymethyl]benzonitrile